1-(((tert-butyldimethylsilyl)oxy)methyl)-4-(4,4,5,5-tetramethyl-1,3,2-dioxaborolan-2-yl)isoquinoline [Si](C)(C)(C(C)(C)C)OCC1=NC=C(C2=CC=CC=C12)B1OC(C(O1)(C)C)(C)C